NC1=NC2=CC=C(C=C2C=C1C)C(=O)N(CC1=NC=C(C=C1)C(F)(F)F)CC1=CC=NN1C 2-amino-3-methyl-N-((1-methyl-1H-pyrazol-5-yl)methyl)-N-((5-(trifluoromethyl)-2-pyridinyl)methyl)-6-quinolinecarboxamide